1-dimethylamino-2-propanol CN(CC(C)O)C